ClC1=C[N]C(=[S]1)S(=O)(=O)CCC(=C(F)F)F 5-chloro-2-((3,4,4-trifluorobutan-3-en-1-yl)sulfonyl)-1λ3,3λ2-Thiazole